{[(4-fluorophenyl)methyl]amino}-N-(4-{[(methylcyclopropyl)carbonyl-amino]methyl}phenyl)carboxamide FC1=CC=C(C=C1)CNC(=O)NC1=CC=C(C=C1)CNC(=O)C1(CC1)C